C(C#C)N(C#N)CC(F)(F)F N-(prop-2-yn-1-yl)-N-(2,2,2-trifluoroethyl)cyanamide